The molecule is a cembrane diterpenoid that is cembra-2E,8-(19),11Z-trien-20,10-olide substituted by hydroxy groups at positions 1, 4 and 7. It has been isolated from the leaves of Croton gratissimus. It has a role as a metabolite. It is a cembrane diterpenoid, a diterpene lactone, a macrocycle and a triol. CC(C)[C@]\\1(CCC2=C[C@@H](CC(=C)[C@@H](CC[C@](/C=C1)(C)O)O)OC2=O)O